tetrakis(triphenylphosphin) palladium(0) [Pd].C1(=CC=CC=C1)P(C1=CC=CC=C1)C1=CC=CC=C1.C1(=CC=CC=C1)P(C1=CC=CC=C1)C1=CC=CC=C1.C1(=CC=CC=C1)P(C1=CC=CC=C1)C1=CC=CC=C1.C1(=CC=CC=C1)P(C1=CC=CC=C1)C1=CC=CC=C1